C(C)SSC(C)C1=C(C(=O)O)C=CC=C1 2-(1-(ethyldithio)ethyl)benzoic acid